COC(C1=CC(=CC=C1)C1=CC=NC=2NC(CC(C12)CCO)=O)=O 3-(5-(2-hydroxyethyl)-7-oxo-5,6,7,8-tetrahydronaphthyridin-4-yl)benzoic acid methyl ester